C(C)(=O)OC=1C(C(=O)[O-])=CC=CC1.O[Al+]O dihydroxyaluminum acetyl-salicylate